NC1=C2N=CN(C2=NC(=N1)Cl)[C@H]1[C@@H]([C@@]([C@H](O1)COC(C(=O)O)(C(=O)O)CC1=CC=C(C=C1)N1C(CCCC1)=O)(O)C#C)O 2-(((2R,3S,4R,5R)-5-(6-amino-2-chloro-9H-purin-9-yl)-3-ethynyl-3,4-dihydroxytetrahydrofuran-2-yl)methoxy)-2-(4-(2-oxopiperidin-1-yl)benzyl)propanedioic acid